ClCC1=NN=CN1C 3-(chloromethyl)-4-methyl-4H-1,2,4-triazole